Cl.COC=1N=C2C(=CC=NC2=CC1OC)OC1=CC=C(C=C1)NC(=O)C1=CN(C=C(C1=O)C1=CC=CC=C1)C N-[4-[(6,7-Dimethoxy-1,5-naphthyridin-4-yl)oxy]phenyl]-1-methyl-4-oxo-5-phenylpyridine-3-carboxamide hydrochloride